4-[7-(1-cyano-1-methyl-ethyl)imidazo[1,2-a]pyridin-3-yl]-N-(1-cyclopropylethyl)-2-(difluoromethoxy)-6-methoxy-benzamide C(#N)C(C)(C)C1=CC=2N(C=C1)C(=CN2)C2=CC(=C(C(=O)NC(C)C1CC1)C(=C2)OC)OC(F)F